O=C1NC(CCC1N1C(C2=CC=CC(=C2C1)CCCN1CCN(CC1)C1=NN=C(S1)C=1C(=CC(=NC1)C1=CC=C2N1N=CC(=C2)C#N)NC(C)C)=O)=O 7-(5-(5-(4-(3-(2-(2,6-dioxopiperidin-3-yl)-1-oxoisoindolin-4-yl)propyl)piperazin-1-yl)-1,3,4-thiadiazol-2-yl)-4-(isopropylamino)pyridin-2-yl)pyrrolo[1,2-b]pyridazine-3-carbonitrile